4-((R)-3-((cyclobutylmethyl)amino)piperidin-1-yl)-1-(1-(4-(5-(dimethylamino)pyridin-3-yl)-1H-1,2,3-triazol-1-yl)ethyl)pyridin-2(1H)-one C1(CCC1)CN[C@H]1CN(CCC1)C1=CC(N(C=C1)C(C)N1N=NC(=C1)C=1C=NC=C(C1)N(C)C)=O